C[Si](OC(C(F)(F)F)=O)(OC(C(F)(F)F)=O)C dimethyl-bis(trifluoroacetoxy)silane